2,3-dichloro-5-bromo-4-methylpyridine ClC1=NC=C(C(=C1Cl)C)Br